N,N-dimethylaminoethyl methacrylate diethyl-sulfuric acid salt C(C)OS(OCC)(=O)=O.C(C(=C)C)(=O)OCCN(C)C